CC1=NC=C(C(=O)NCCN2CCOCC2)C=C1NC1=NN(C=2C=3N(N=CC21)C=C(C3)C3=CC=NC=C3)C 6-methyl-5-((1-methyl-8-(pyridin-4-yl)-1H-pyrazolo[3,4-d]pyrrolo[1,2-b]pyridazin-3-yl)amino)-N-(2-morpholinoethyl)nicotinamide